NC1=C(C(=NN1C(C)C=1C=NC(=CC1)C(F)(F)F)COCC1=CC=CC=C1)C#N 5-Amino-3-((benzyloxy)methyl)-1-(1-(6-(trifluoromethyl)pyridin-3-yl)ethyl)-1H-pyrazole-4-carbonitrile